9-[4-(4,6-diphenyl-1,3,5-triazin-2-yl)phenyl]-9'-phenyl-3,3'-bi-9H-carbazol C1(=CC=CC=C1)C1=NC(=NC(=N1)C1=CC=CC=C1)C1=CC=C(C=C1)N1C2=CC=CC=C2C=2C=C(C=CC12)C=1C=CC=2N(C3=CC=CC=C3C2C1)C1=CC=CC=C1